2-(2'-hydroxy-3'-tertiary butyl-5'-chlorophenyl)-5-chlorobenzotriazole OC1=C(C=C(C=C1C(C)(C)C)Cl)N1N=C2C(=N1)C=CC(=C2)Cl